(1S,2S)-N-[8-amino-6-(5-oxopyrrolidin-3-yl)-3-isoquinolinyl]-2-fluoro-cyclopropanecarboxamide NC=1C=C(C=C2C=C(N=CC12)NC(=O)[C@H]1[C@H](C1)F)C1CNC(C1)=O